COC([C@H](C)N1C=NC2NC(N(C(C12)=O)C)=O)=O (2S)-2-(1-methyl-2,6-dioxo-3,4,5,6-tetrahydro-1H-purin-7(2H)-yl)propionic acid methyl ester